(4-chloro-3-{4-[6-(3-ethyloxetan-3-ylmethoxy)pyridin-3-yl]-6-oxo-1,6-dihydropyrimidin-2-yl}benzyl)isobutyramide ClC1=C(C=C(CC(C(=O)N)(C)C)C=C1)C=1NC(C=C(N1)C=1C=NC(=CC1)OCC1(COC1)CC)=O